COC=1C=C2C(CNCC2=CC1)CO (6-methoxy-1,2,3,4-tetrahydroisoquinolin-4-yl)methanol